6-chloro-2-fluoro-pyridin-3-ol ClC1=CC=C(C(=N1)F)O